(2S)-2-(9H-fluoren-9-ylmethoxycarbonylamino)-3-(5-iodo-2-methylphenyl)propanoic acid C1=CC=CC=2C3=CC=CC=C3C(C12)COC(=O)N[C@H](C(=O)O)CC1=C(C=CC(=C1)I)C